C(C)C(CN(CN1N=NC2=C1C=C(C=C2)C)CC(CCCC)CC)CCCC Bis(2-ethylhexyl)[(6-methyl-1H-1,2,3-benzotriazol-1-yl)methyl]amin